6-(4,4-difluoropiperidin-1-yl)-5-fluoropyridinehydrazide FC1(CCN(CC1)C1=C(C=CC(=N1)C(=O)NN)F)F